C(C)(C)(C)OC(N[C@@H](CC1=C(NC2=CC=CC=C12)C)CC1=CC=CC=C1)=O (R)-(1-(2-methyl-1H-indol-3-yl)-3-phenylpropane-2-yl)carbamic acid tert-butyl ester